C(CC=C)N1C=C(C2=CC=CC=C12)C=O 1-(but-3-en-1-yl)-1H-indol-3-carbaldehyde